6-(3-(1H-pyrazol-3-yl)-1H-pyrrol-2-yl)-N-(tert-butyl)-2-chloro-3-methoxybenzamide N1N=C(C=C1)C1=C(NC=C1)C1=CC=C(C(=C1C(=O)NC(C)(C)C)Cl)OC